1-CHLORO-2,2-DIFLUORoETHAN ClCC(F)F